C(C)S(=O)(=O)C=1C(=NC=C(C1)C=1C=NC=NC1)C1=NC=2N(C=C1)N=C(C2)C(F)(F)F 5-(3-(ethylsulfonyl)-5-(pyrimidin-5-yl)pyridin-2-yl)-2-(trifluoromethyl)pyrazolo[1,5-a]pyrimidine